COC=1C=NC2=C3N=CC=CC3=CC=C2C1 3-methoxy-1,10-phenanthroline